2-(2-methylbutyl)-3-methylnonanoic acid CC(CC(C(=O)O)C(CCCCCC)C)CC